COC1=CC=C(C=C1)C(C)(C)C=1N=C(SC1)NC(NCC=1C=NC(=NC1)N1CCC(CC1)C(=O)N)=O 1-(5-((3-(4-(2-(4-methoxyphenyl)propan-2-yl)thiazol-2-yl)ureido)methyl)pyrimidin-2-yl)piperidine-4-carboxamide